3-((7-(2,4-diethylpyrimidin-5-yl)-5-fluoro-3-(sulfonyl)-4-quinolinyl)amino)-5-((1-cyclobutyl-4-piperidinyl)oxy)benzoic acid C(C)C1=NC=C(C(=N1)CC)C=1C=C(C2=C(C(CN=C2C1)=S(=O)=O)NC=1C=C(C(=O)O)C=C(C1)OC1CCN(CC1)C1CCC1)F